1-(2-hydroxyphenyl)propan-1-one OC1=C(C=CC=C1)C(CC)=O